BrC=1C(=NC(=NC1)NC=1C=C2CCN(CC2=CC1)CC1=NC=NC=C1)NC1=C(C(=O)NC)C=CC=C1 2-[5-Bromo-2-(2-pyrimidin-4-ylmethyl-1,2,3,4-tetrahydro-isoquinolin-6-ylamino)-pyrimidin-4-ylamino]-N-methyl-benzamide